3-chloro-2-{(12aR)-10-fluoro-8-[(pyridin-4-yl)methoxy]-1,2,3,4,12,12a-hexahydro-6H-pyrazino[2,1-c][1,4]benzooxazepin-9-yl}phenol ClC=1C(=C(C=CC1)O)C1=C(C2=C(CN3[C@@H](CO2)CNCC3)C=C1OCC1=CC=NC=C1)F